C1(=CC=CC=C1)S(=O)(=O)N1N=CC=2C1=CN=C(C2)CCC(=O)[O-] 3-(1-(phenylsulfonyl)-1H-pyrazolo[3,4-c]pyridin-5-yl)propanoate